NC1=C(SC2=NC(=CN=C21)C)C(=O)NC2CC=1C=CC(=NC1CC2)N2CC(C(C2)N)(C)C(F)F 7-amino-N-{2-[4-amino-3-(difluoromethyl)-3-methylpyrrolidin-1-yl]-5,6,7,8-tetrahydroquinolin-6-yl}-3-methylthieno[2,3-b]pyrazine-6-carboxamide